3,3'-dihydroxyl-4,4'-biphenyldicarboxylic acid OC=1C=C(C=CC1C(=O)O)C1=CC(=C(C=C1)C(=O)O)O